N1=CN=C(C2=C1NC=C2)C=2C=CC(=NC2)C21CNCC(N2CC2=CC=CC=C2)C1 (5-(7H-pyrrolo[2,3-D]pyrimidin-4-yl)pyridin-2-yl)-6-benzyl-3,6-diazabicyclo[3.1.1]heptane